C(CCC)OC1=CC=C(C=C1)N=N 2-(4-butoxyphenyl)diazene